C1(CC1)S(=O)(=O)NC=1SC(=C(N1)C(C(=O)NC1=C(C=C(C=C1)C1=NC(=CN=C1)OCC)F)(C)C)C 2-(2-(cyclopropanesulfonylamino)-5-methylthiazol-4-yl)-N-(4-(6-ethoxypyrazin-2-yl)-2-fluorophenyl)-2-methylpropanamide